N-([1,2,4]triazolo[1,5-a]pyridin-2-yl)acetamide Tert-butyl-(2-((R)-2-((R)-2-amino-3-(tritylthio)propionylamino)-3-(tritylthio)propionylamino)ethyl)(methyl)carbamate C(C)(C)(C)OC(N(C)CCNC([C@H](CSC(C1=CC=CC=C1)(C1=CC=CC=C1)C1=CC=CC=C1)NC([C@H](CSC(C1=CC=CC=C1)(C1=CC=CC=C1)C1=CC=CC=C1)N)=O)=O)=O.N=1C(=NN2C1C=CC=C2)NC(C)=O